FC(C1=C(C=CC=C1)O)(F)F 2-(trifluoromethyl)phenol